ClC1=C(C(=O)NC=2N=CC(=NC2)C(=O)O)C=CC=C1 5-(2-chlorobenzoylamino)pyrazine-2-carboxylic acid